FC(C1=CC=C(C=C1)NC=1C(=NC=CN1)C1CCN(CC1)C(=O)OC(C)(C)C)(F)F tertbutyl 4-(3-{[4-(trifluoromethyl)phenyl]amino}pyrazin-2-yl)piperidine-1-carboxylate